2-chloro-N1,5-dimethyl-N1-(pyrimidin-2-yl)benzene-1,3-diamine ClC1=C(C=C(C=C1N)C)N(C1=NC=CC=N1)C